2-((S)-1-Acryloyl-4-((R)-2-(((S)-1-ethylpyrrolidin-2-yl)methoxy)-7-(indolin-1-yl)-5,6,7,8-tetrahydroquinazolin-4-yl)piperazin-2-yl)acetonitrile C(C=C)(=O)N1[C@H](CN(CC1)C1=NC(=NC=2C[C@@H](CCC12)N1CCC2=CC=CC=C12)OC[C@H]1N(CCC1)CC)CC#N